4-(furo[3,2-c]pyridin-4-yl)-N-{trans-4-[(1-hydroxycyclopropyl)methoxy]cyclohexyl}benzamide O1C=CC=2C(=NC=CC21)C2=CC=C(C(=O)N[C@@H]1CC[C@H](CC1)OCC1(CC1)O)C=C2